C(=O)C=1C(=C2C=C(N(C2=CC1)CCOC1OCCCC1)C#N)C 5-formyl-4-methyl-1-(2-((tetrahydro-2H-pyran-2-yl)oxy)ethyl)-1H-indole-2-carbonitrile